ClC=1C(=NC(=NC1)NC=1C=C2CN(CC2=CC1OC)C)N1CC(C2=CC=CC=C12)C 1-(5-Chloro-2-((6-methoxy-2-methylisoindolin-5-yl)amino)pyrimidin-4-yl)-3-methylindolin